CC=1N(C(=NN1)S)N=CC1=CC(=CC=C1)C 5-methyl-4-((3-methylbenzylidene)amino)-4H-1,2,4-triazole-3-thiol